NC1=C(C=CC(=C1N)F)C1=C(C(=C(C=C1)S(=O)(=O)C1CN(C1)C(=O)OC(C)(C)C)S(N(CC1=CC=C(C=C1)OC)CC1=CC=C(C=C1)OC)(=O)=O)C1=NN=NN1CC1=CC=C(C=C1)OC tert-Butyl 3-((2',3'-diamino-3-(N,N-bis(4-methoxybenzyl)sulfamoyl)-4'-fluoro-2-(1-(4-methoxybenzyl)-1H-tetrazol-5-yl)-[1,1'-biphenyl]-4-yl)sulfonyl)azetidine-1-carboxylate